C1OCC12CC(C2)N2N=CC(=C2)C=2N=C(C=1N(C2)N=CC1)N1C([C@]([C@@H](C1)C)(C#N)C1CC1)=O (3R,4S)-1-(6-(1-(2-oxaspiro[3.3]heptan-6-yl)-1H-pyrazol-4-yl)pyrazolo[1,5-a]pyrazin-4-yl)-3-cyclopropyl-4-methyl-2-oxopyrrolidine-3-carbonitrile